racemic-tert-butyl 3-hydroxy-2,2-dimethylazetidine-1-carboxylate O[C@H]1C(N(C1)C(=O)OC(C)(C)C)(C)C |r|